diethyl (difluoro(5-(phenylcarbamoyl)-3-(4,4,5,5-tetramethyl-1,3,2-dioxaborolan-2-yl)benzo[b]thiophen-2-yl)methyl)phosphonate FC(C1=C(C2=C(S1)C=CC(=C2)C(NC2=CC=CC=C2)=O)B2OC(C(O2)(C)C)(C)C)(F)P(OCC)(OCC)=O